N-[(1R)-1-(6-Methylpyridazin-3-yl)ethyl]-3-[(2-methyl-pyridin-4-yl)oxy]-5-(5-methyl-1,3-thiazol-2-yl)benzamide CC1=CC=C(N=N1)[C@@H](C)NC(C1=CC(=CC(=C1)C=1SC(=CN1)C)OC1=CC(=NC=C1)C)=O